OCCOCCOCCOCCOCCN1C(C2=CC=CC=C2C1=O)=O (14-hydroxy-3,6,9,12-tetraoxatetradecyl)isoindoline-1,3-dione